N1=NC=C(C=C1)C1=NC=CC(=N1)C1=CC=2C(NCCC2N1)=O 2-[2-(pyridazin-4-yl)pyrimidin-4-yl]-1H,5H,6H,7H-pyrrolo[3,2-c]pyridin-4-one